CN(C1(CN(CCN(C1)C)C)C)C 6-dimethylamino-1,4,6-trimethyl-1,4-diazepane